2-(4-chloro-3-fluorophenoxy)-N-[(3r,6s)-6-[5-(4-chlorophenyl)-1,3,4-oxadiazol-2-yl]-1-methylpiperidin-3-yl]acetamide ClC1=C(C=C(OCC(=O)N[C@H]2CN([C@@H](CC2)C=2OC(=NN2)C2=CC=C(C=C2)Cl)C)C=C1)F